C(CCCCCCCCCCC\C=C/CCCCCCCC)(=O)OC\C=C\C1=CC(OC)=C(O)C(OC)=C1 sinapyl erucate